Octylbromid C(CCCCCCC)Br